OP(O)OP(O)O.C(CCC)(C1=CC(=C(C=C1C)O)C(C)(C)C)C1=CC(=C(C=C1C)O)C(C)(C)C 4,4'-n-Butylidenebis(2-tertiary butyl-5-methylphenol) diphosphite